6-[6-[1-[2-(aminomethyl)-3,3-difluoro-allyl]-5-oxo-1,2,4-triazol-4-yl]-5-methyl-3-pyridinyl]-4H-1,4-benzoxazin-3-one NCC(CN1N=CN(C1=O)C1=C(C=C(C=N1)C=1C=CC2=C(NC(CO2)=O)C1)C)=C(F)F